3-(aminomethyl)-1-benzylpyrrolidine-3-carboxylic acid ethyl ester C(C)OC(=O)C1(CN(CC1)CC1=CC=CC=C1)CN